ethyl 2-methyl-2-[2-[(1s,4s)-4-([3-[(tert-butoxy carbonyl) amino] pyridin-2-yl]methoxy)cyclohexyl]phenoxy]propanoate CC(C(=O)OCC)(C)OC1=C(C=CC=C1)C1CCC(CC1)OCC1=NC=CC=C1NC(=O)OC(C)(C)C